ClC=1C(N(C(=C(C1)C1=NN(C=C1)C)C1=C(C=C(C=C1F)F)F)CC)=O 3-chloro-1-ethyl-5-(1-methyl-1H-pyrazol-3-yl)-6-(2,4,6-trifluorophenyl)pyridin-2(1H)-one